(S)-3-(3-methyl-5-(5-(trifluoromethyl)-2,3-dihydrobenzofuran-2-yl)phenyl)-1,2,4-oxadiazol-5(4H)-one CC=1C=C(C=C(C1)[C@H]1OC2=C(C1)C=C(C=C2)C(F)(F)F)C2=NOC(N2)=O